cyanoformanilide C(#N)C(=O)NC1=CC=CC=C1